6-chloro-4-(3-isopropyl-5-(piperidin-4-yl)-1H-indol-2-yl)nicotinonitrile ClC1=NC=C(C#N)C(=C1)C=1NC2=CC=C(C=C2C1C(C)C)C1CCNCC1